ClC=1C=NC(=NC1)OC1=C2C(=NC(=NC2=CC=C1)C(F)(F)F)C(=O)C1=NC=CC=C1 [5-(5-chloropyrimidin-2-yl)oxy-2-(trifluoromethyl)quinazolin-4-yl]-(2-pyridinyl)methanone